C(C)OC(C[C@@H](C=1C=C(C(=CC1)C)C1=CC(=CC=C1)Cl)N)=O (S)-3-amino-3-(3'-chloro-6-methylbiphenyl-3-yl)propionic acid ethyl ester